2-(4-((4-(methylamino)-5-(trifluoromethyl)pyrimidin-2-yl)amino)-1H-indazol-1-yl)acetonitrile CNC1=NC(=NC=C1C(F)(F)F)NC1=C2C=NN(C2=CC=C1)CC#N